C(C)(C)(C)OC(N[C@@H]1C=2N=CSC2CC12CCN(CC2)C=2C=1N(C(=C(N2)C)Br)N=CC1)=O N-[(4S)-1'-(7-bromo-6-methyl-pyrazolo[1,5-a]pyrazin-4-yl)spiro[4,6-dihydro-cyclopenta[D]thiazol-5,4'-piperidin]-4-yl]carbamic acid tert-butyl ester